CC=1[C@@H]([C@]2(CCCC([C@@H]2CC1)(C)C)C)CCO 2-[(1S,4aS,8aS)-2,5,5,8a-tetramethyl-1,4,4a,5,6,7,8,8a-octahydro-1-naphthalenyl]ethanol